(1S,2S)-2-(6-chloropyridin-2-yl)-1-(2-methoxy-5-methylphenyl)-N-(2-methylquinoline-5-sulfonyl)cyclopropane-1-carboxamide ClC1=CC=CC(=N1)[C@@H]1[C@](C1)(C(=O)NS(=O)(=O)C=1C=2C=CC(=NC2C=CC1)C)C1=C(C=CC(=C1)C)OC